C(CCCCCCCCC)(=O)CN(C)CCC decanoyl-propyl-dimethylamine